ClC1=NC=CC(=C1)C=1C(=CC(=C(C1)NC(=O)NCCC1(CC1)C)F)C (5-(2-chloropyridin-4-yl)-2-fluoro-4-methylphenyl)-3-(2-(1-methylcyclopropyl)ethyl)urea